ClC1=CC(=C(C=C1Cl)NC(=O)N1[C@@H]2CC[C@H]1CC=1C(=NC=CC12)C(F)(F)F)F (5R,8S)-N-(4,5-dichloro-2-fluorophenyl)-1-(trifluoromethyl)-6,7,8,9-tetrahydro-5H-5,8-epiminocyclohepta[c]pyridine-10-carboxamide